3-(4-(2-((1-(Methylsulfonyl)piperidin-4-yl)amino)-5-(trifluoromethyl)pyrimidin-4-yl)-1H-imidazol-1-yl)-6-(trifluoro-methyl)picolinonitrile CS(=O)(=O)N1CCC(CC1)NC1=NC=C(C(=N1)C=1N=CN(C1)C=1C(=NC(=CC1)C(F)(F)F)C#N)C(F)(F)F